4-(3-Aminoazepan-1-yl)-2-Cyclobutylphthalazin-1(2H)-one hydrochloride Cl.NC1CN(CCCC1)C1=NN(C(C2=CC=CC=C12)=O)C1CCC1